potassium hydrogen phosphate salt P(=O)(O)([O-])[O-].[K+].[K+]